(diphenyltriazinyl)(biphenylyl)dibenzofuran C1(=CC=CC=C1)C1=C(C(=NN=N1)C1=C(C2=C(OC3=C2C=CC=C3)C=C1)C1=C(C=CC=C1)C1=CC=CC=C1)C1=CC=CC=C1